N-(2-chloro-3-((3,5-dimethyl-4-oxo-3,4-dihydroquinazolin-6-yl)amino)-4-fluorophenyl)-1-cyclopropylmethane-sulfonamide ClC1=C(C=CC(=C1NC=1C(=C2C(N(C=NC2=CC1)C)=O)C)F)NS(=O)(=O)CC1CC1